CC1(OB(OC1(C)C)C=1C=NC(=NC1)C12COCC(CC1)N2)C [5-(4,4,5,5-tetramethyl-1,3,2-dioxaborolan-2-yl)pyrimidin-2-yl]-3-oxa-8-azabicyclo[3.2.1]octane